NC1=NC=C(C=C1O[C@H](C)C=1C=CC(=C(C1)NC(C1=CC(=CC=C1)S(=O)(=O)C)=O)Cl)Cl (R)-N-(5-(1-((2-Amino-5-chloropyridin-3-yl)oxy)ethyl)-2-chlorophenyl)-3-(methylsulfonyl)benzamid